BrC1=CC(=C(C=C1)N\N=C(\C(C)C)/C#N)OCC (Z)-N-(4-bromo-2-ethoxyphenyl)isobutyrohydrazonoyl cyanide